2,2'-(1,3-phenylene)bis[N,N-bis(2-thienylmethyl)acetamide] C1(=CC(=CC=C1)CC(=O)N(CC=1SC=CC1)CC=1SC=CC1)CC(=O)N(CC=1SC=CC1)CC=1SC=CC1